C1(=CC=CC2=CC=CC=C12)N1C(C2N(CCN(C2)CC2=CC=C3C=CC4=CC=CC5=CC=C2C3=C45)C(C1)=O)=O 8-(naphthalen-1-yl)-2-(pyrene-1-ylmethyl)hexahydro-2H-pyrazino[1,2-a]pyrazine-6,9-dione